2,3,5-trichlorobenzaldehyde ClC1=C(C=O)C=C(C=C1Cl)Cl